2-chloro-N-[2-hydroxy-4-nitro-5-(trifluoromethyl)phenyl]acetamide ClCC(=O)NC1=C(C=C(C(=C1)C(F)(F)F)[N+](=O)[O-])O